1-[(4-tert-butylphenyl)methyl]-5-(2-oxo-2-piperidin-1-ylethyl)pyrrolidin-2-on C(C)(C)(C)C1=CC=C(C=C1)CN1C(CCC1CC(N1CCCCC1)=O)=O